2-(4,6-diamino-2-(7-fluoro-1-(2-fluorobenzyl)-1H-indazol-3-yl)pyrimidin-5-yl)isothiazolidine 1,1-dioxide NC1=NC(=NC(=C1N1S(CCC1)(=O)=O)N)C1=NN(C2=C(C=CC=C12)F)CC1=C(C=CC=C1)F